ClC=1N(N=C2C=CC(=C(C12)Cl)B(O)O)C (3,4-dichloro-2-methyl-2H-indazole-5-yl)boronic acid